4-[1-(1-Isopropyltriazol-4-yl)ethoxy]-6-[5-methyl-1-(4-piperidyl)triazol-4-yl]pyrazolo[1,5-a]pyridine-3-carbonitrile Di-HCl Cl.Cl.C(C)(C)N1N=NC(=C1)C(C)OC=1C=2N(C=C(C1)C=1N=NN(C1C)C1CCNCC1)N=CC2C#N